N,N-Dimethylaminomethyltrimethoxysilane CN(C)C[Si](OC)(OC)OC